2-[6-amino-5-[8-[2-[3-(3-cyclopropyl-3-fluoro-azetidin-1-yl)prop-1-ynyl]-4-pyridinyl]-3,8-diazabicyclo[3.2.1]oct-3-yl]pyridazin-3-yl]phenol NC1=C(C=C(N=N1)C1=C(C=CC=C1)O)N1CC2CCC(C1)N2C2=CC(=NC=C2)C#CCN2CC(C2)(F)C2CC2